dipentyloxydodecenyl-butoxy methyl ether COOC(CCC)C=CCCCCCCCCCC(OCCCCC)OCCCCC